linalyl propionate (3,7-dimethylocta-1,6-dien-3-yl propionate) CC(C=C)(CCC=C(C)C)C(C(=O)O)C.C(CC)(=O)OC(C)(C=C)CCC=C(C)C